C(CCCCCCCCCCC)OC1=CC(=C(C=C1)C(=O)C1=CC=CC=C1)O (4-(dodecyloxy)-2-hydroxyphenyl)(phenyl)methanone